C(C)[Si](OC)(OC)C ethyl-methyldimethoxysilane